C(CCCCCCC)[Si](OCC)(OCC)OCC normal-octyl-triethoxysilane